C(C)(=O)C1=NN(C2=C(C=C(C=C12)C=1C=NC(=NC1)C)C)CC(=O)N1[C@@H]2C[C@@]2(C[C@H]1C(=O)NC1=NC(=CC=C1CN(C)C)Br)C (1R,3S,5R)-2-(2-(3-acetyl-7-methyl-5-(2-methylpyrimidin-5-yl)-1H-indazol-1-yl)acetyl)-N-(6-bromo-3-((dimethylamino)methyl)pyridin-2-yl)-5-methyl-2-azabicyclo[3.1.0]hexane-3-carboxamide